BrC1=CC(=CC(=C1)C(C)(C)C1=CC=CC=C1)Br 1,3-dibromo-5-(2-phenylpropan-2-yl)benzene